2,2'-(1,4-phenylene)bis(ethane-1-ol) C1(=CC=C(C=C1)CCO)CCO